ClC1=CC=C(C=N1)CNC N-(6-chloro-3-picolyl)methylamine